3-(3-fluoro-2-methoxyanilino)-2-(3-{[(2S)-oxolan-2-yl]methoxy}pyridin-4-yl)-1,5,6,7-tetrahydro-4H-pyrrolo[3,2-c]pyridin-4-one FC=1C(=C(NC2=C(NC3=C2C(NCC3)=O)C3=C(C=NC=C3)OC[C@H]3OCCC3)C=CC1)OC